5-(1-methyl-1H-pyrazol-4-yl)-3-(trifluoromethoxy)phenol CN1N=CC(=C1)C=1C=C(C=C(C1)O)OC(F)(F)F